COC1=CC=C(COCCO)C=C1 2-((4-methoxybenzyl)oxy)ethan-1-ol